1-(3-bromophenyl)-2-(ethyl-d5)-1H-benzo[d]imidazole-4,5,6,7-d4 BrC=1C=C(C=CC1)N1C(=NC2=C1C(=C(C(=C2[2H])[2H])[2H])[2H])C(C([2H])([2H])[2H])([2H])[2H]